(2R)-1-[2-[2-(8-chloro-4-oxo-chromen-2-yl)-5-methyl-phenoxy]acetyl]pyrrolidine-2-carboxylic acid ClC=1C=CC=C2C(C=C(OC12)C1=C(OCC(=O)N2[C@H](CCC2)C(=O)O)C=C(C=C1)C)=O